ClC1=CC(N(S1)C)=O 5-chloro-2-methyl-4-isothiazoline-3-one